O=C1N(CCC(N1)=O)C1=NN(C2=CC(=CC=C12)C1CCN(CC1)CC(CC=1C=C(C=CC1)S(=O)(=O)N1CCC(CC1)NC(OC(C)(C)C)=O)(C)O)C tert-Butyl (1-((3-(3-(4-(3-(2,4-dioxotetrahydropyrimidin-1(2H)-yl)-1-methyl-1H-indazol-6-yl)piperidin-1-yl)-2-hydroxy-2-methylpropyl)phenyl)sulfonyl)piperidin-4-yl)carbamate